C[C@H]1N(CCOC1)C1=NC2=C(N=CC=C2C(=C1)C=1C=NC(=CC1)C)C1=CC=NN1 2-[(3R)-3-methylmorpholin-4-yl]-4-(6-methylpyridin-3-yl)-8-(1H-pyrazol-5-yl)-1,7-naphthyridine